C(CCCCCCCC=CCCCCCCCC)(=O)OCC(COP(=O)(O)OCCN)OC(CCCCCCCC=CCCCCCCCC)=O 3-{[(2-Aminoethoxy)(hydroxy)phosphoryl]oxy}-2-[(octadec-9-enoyl)oxy]propyl octadec-9-enoate